Tert-butyl 4-(1-(1-(2,6-dioxopiperidin-3-yl)-3-methyl-2-oxo-2,3-dihydro-1H-benzo[d]imidazol-5-yl)piperidin-4-yl)piperazine-1-carboxylate O=C1NC(CCC1N1C(N(C2=C1C=CC(=C2)N2CCC(CC2)N2CCN(CC2)C(=O)OC(C)(C)C)C)=O)=O